O.CC1=CC=C(C=C1)S(=O)(=O)O p-toluenesulphonic acid hydrate